1-(2,5-Dimethoxyphenyl)-1H-benzimidazole-5-carboxylic acid COC1=C(C=C(C=C1)OC)N1C=NC2=C1C=CC(=C2)C(=O)O